NC1=CC=C(C=C1)C1(CN(C1)C(=O)OC(C)(C)C)C Tert-butyl 3-(4-aminophenyl)-3-methylazetidine-1-carboxylate